[4-(4-bromo-3-methyl-phenylcarbamoyl)-phenyl]-carbamic acid tert-butyl ester C(C)(C)(C)OC(NC1=CC=C(C=C1)C(NC1=CC(=C(C=C1)Br)C)=O)=O